4-(heptyloxy)-N-phenylthiophen-2-amine C(CCCCCC)OC=1C=C(SC1)NC1=CC=CC=C1